1-(6-[(1-(4-(Difluoromethyl)phenyl)-4-methyl-1H-1,2,3-triazol-5-yl)methoxy]pyridazine-3-yl)-N-ethylazetidine-3-carboxamide FC(C1=CC=C(C=C1)N1N=NC(=C1COC1=CC=C(N=N1)N1CC(C1)C(=O)NCC)C)F